FC=1C=C(C=C(C1)C(F)(F)F)C1=CC(=C2C(=N1)N=C(N2)C2=CC=C(C(=O)N1CCN(CC1)CC(=O)O)C=C2)N(C)CC2(CCC2)COC [4-(4-{5-[3-Fluoro-5-(trifluoromethyl)phenyl]-7-[{[1-(methoxymethyl)cyclobutyl]methyl}(methyl)amino]-1H-imidazo[4,5-b]pyridin-2-yl}benzoyl)piperazin-1-yl]acetic acid